N1CCCC[C@@]12CN(CCC2)C2=C1C(=NC=C2)N(C=C1C=1SC(=CN1)C)COCC[Si](C)(C)C 2-[[4-[(6R)-1,8-diazaspiro[5.5]undecan-8-yl]-3-(5-methylthiazol-2-yl)pyrrolo[2,3-b]pyridin-1-yl]methoxy]ethyl-trimethyl-silane